ClC=1OC(=CN1)C1=CC=C(C=C1)OC(F)F 2-chloro-5-(4-(difluoromethoxy)phenyl)oxazole